methyl 2-(2-iodophenyl)-2-methylpropionate IC1=C(C=CC=C1)C(C(=O)OC)(C)C